4-(6-(3-ethoxy-4-methoxyphenyl)-4-(trifluoromethyl)pyridin-2-yl)-1,2-oxaborol-2-ol C(C)OC=1C=C(C=CC1OC)C1=CC(=CC(=N1)C=1CB(OC1)O)C(F)(F)F